methyl 2-(2-(difluoromethyl)-5-methoxypyridin-4-yl)-4-(1-methyl-1H-pyrazol-3-yl)benzoate FC(C1=NC=C(C(=C1)C1=C(C(=O)OC)C=CC(=C1)C1=NN(C=C1)C)OC)F